C(N)(=N)C=1C=C(SC1)[C@@H](C)NC(=O)[C@H]1N(C[C@@H](C1)OC1=CC=CC=C1)C(CNC(CCCOC1=CC=CC=C1)=O)=O (2S,4R)-N-((R)-1-(4-carbamimidoylthiophen-2-yl)ethyl)-4-phenoxy-1-((4-phenoxy-butanoyl)glycyl)pyrrolidine-2-carboxamide